methane disulfite S(=O)(O)OS(=O)O.C